bismuth(III) tartrate C(=O)([O-])C(O)C(O)C(=O)[O-].[Bi+3].C(=O)([O-])C(O)C(O)C(=O)[O-].C(=O)([O-])C(O)C(O)C(=O)[O-].[Bi+3]